1-(6-(5-(7,8-Dimethyl-[1,2,4]triazolo[1,5-a]pyridin-6-yl)-6-isopropyl-4H-pyrrolo[3,2-d]thiazol-2-yl)-2,6-diazaspiro[3.3]hept-2-yl)-2-methylpropan-2-ol CC1=C(C=2N(C=C1C1=C(C=3N=C(SC3N1)N1CC3(CN(C3)CC(C)(O)C)C1)C(C)C)N=CN2)C